C1(=CCC(CC1)(C(C)C)O)C 1-p-menthene-4-ol